6-bromo-2-oxo-1-(pyrimidin-2-ylmethyl)-1,8-naphthyridine-3-carboxylic acid BrC=1C=C2C=C(C(N(C2=NC1)CC1=NC=CC=N1)=O)C(=O)O